7-chloro-5-(4-methyl-6-oxo-1,4,5,6-tetrahydropyridazin-3-yl)isoindolin-1-one ClC=1C=C(C=C2CNC(C12)=O)C1=NNC(CC1C)=O